CN(C1=CC(=C(C=C1)OC)NC([C@@H](NC(CC)=O)C)=O)C=1C(OC2=CC=CC=C2C1)=O (N-methyl-N-(3-(N-propionyl-L-alanylamino)-4-methoxyphenyl)-amino)coumarin